C(C(C)C)(=O)NNC(=O)C=1C=NN2C1N=CC=C2 N'-isobutyrylpyrazolo[1,5-a]Pyrimidine-3-carbohydrazide